3-[2-(dimethylamino)ethyl]-4-indolol CN(CCC1=CNC=2C=CC=C(C12)O)C